(R)-5-(((benzyloxy)carbonyl)amino)-2-((tert-butoxycarbonyl)amino)pentanoic acid C(C1=CC=CC=C1)OC(=O)NCCC[C@H](C(=O)O)NC(=O)OC(C)(C)C